[Cl].C1=C2C(=CC=C1)N=C1C=CC3=C4C=CC=CC4=NC3=C12 indolocarbazole chlorine